1-((1,2,5-thiadiazol-3-yl)methyl)-3-methyl-2-oxo-N-(2,4,6-trifluorobenzyl)-1,2,3,4-tetrahydroquinazoline-7-carboxamide S1N=C(C=N1)CN1C(N(CC2=CC=C(C=C12)C(=O)NCC1=C(C=C(C=C1F)F)F)C)=O